C(C1=CC=CC=C1)OC1=NC(=CC=C1C1=NN(C2=C(C=CC=C12)NC1CCC2(CN(C2)C(=O)OC(C)(C)C)CC1)C)OCC1=CC=CC=C1 tert-butyl 7-((3-(2,6-bis(benzyloxy)pyridin-3-yl)-1-methyl-1H-indazol-7-yl)amino)-2-azaspiro[3.5]nonane-2-carboxylate